C12CN(CC2C1)C1=C(C(=C(C=C1)CN1N=CC(=C1)C(=O)OCC)C)C#N ethyl 1-[(4-{3-azabicyclo[3.1.0]hex-3-yl}-3-cyano-2-methylphenyl) methyl]-1H-pyrazole-4-carboxylate